((S)-2-hydroxy-3-(((2S,3R)-3-hydroxy-4-(N-isobutylbenzo[d]thiazole-6-sulfonylamino)-1-phenylbutan-2-yl)amino)-3-oxopropyl)carbamic acid tert-butyl ester C(C)(C)(C)OC(NC[C@@H](C(=O)N[C@@H](CC1=CC=CC=C1)[C@@H](CN(CC(C)C)S(=O)(=O)C1=CC2=C(N=CS2)C=C1)O)O)=O